CC=1C=C(C=CC1N(C(CC)=O)C)C1=NC=C(C(=O)N)C=C1 6-(3-methyl-4-(N-methylpropanamido)phenyl)nicotinamide